Cl[Si](Cl)(Cl)C(Cl)(Cl)[Si](Cl)(Cl)Cl bistrichlorosilyldichloromethane